FC=1C(=CC=C2C=C(C(NC12)=O)C)CN1CCN(CC1)C=1C(=NC2=C(N=CC=C2C1)NC)F 8-fluoro-7-((4-(2-fluoro-8-(methylamino)-1,7-naphthyridin-3-yl)piperazin-1-yl)methyl)-3-methylquinolin-2(1H)-one